(Z)-1,2-dichloro-3,3,3-trifluoropropene Cl\C=C(\C(F)(F)F)/Cl